IC1=CC(=NC=C1)C(=O)O 4-Iodopicolinic acid